FC=1C=C(C=CC1OC1=CC(=CC=C1)C(F)(F)F)CO (3-fluoro-4-(3-(trifluoromethyl)phenoxy)phenyl)methanol